1-trifluoromethyl-4-(1-methyltelluro-ethyl)benzene FC(C1=CC=C(C=C1)C(C)[Te]C)(F)F